NC1=CC(=C(C=N1)C1CCN(CC1)C(=O)C1=C(C=C(C=C1)O)F)OC 4-[4-(6-amino-4-methoxypyridin-3-yl)piperidine-1-carbonyl]-3-fluorophenol